N-(5-(6-(2-hydroxy-2-methylpropoxy)-[1,2,4]triazolo[1,5-a]pyridin-2-yl)-8-(methylamino)-2,7-naphthyridin-3-yl)cyclopropanecarboxamide OC(COC=1C=CC=2N(C1)N=C(N2)C2=C1C=C(N=CC1=C(N=C2)NC)NC(=O)C2CC2)(C)C